ClCC(=O)N(C(C)C1=CC=C(C=C1)[N+](=O)[O-])CCN(C(OC(C)(C)C)=O)C tert-butyl N-(2-[2-chloro-N-[1-(4-nitrophenyl)ethyl]acetamido]ethyl)-N-methylcarbamate